BrC1=CC=C(C=C1)N1CCC(CC1)(O)CO 1-(4-bromophenyl)-4-(hydroxymethyl)piperidin-4-ol